4-((2-cyano-4-fluorophenyl)thio)-6-(1-((1r,4r)-4-hydroxycyclohexyl)-3-methyl-1H-pyrazol-4-yl)pyrazolo[1,5-a]pyridine-3-carbonitrile C(#N)C1=C(C=CC(=C1)F)SC=1C=2N(C=C(C1)C=1C(=NN(C1)C1CCC(CC1)O)C)N=CC2C#N